C(CCCCCC(=O)OCCCCC)(=O)OCCCCC di-n-pentyl pimelate